1-(4-(3-(3-fluorophenyl)-2-(methoxymethyl)-1H-pyrrolo[2,3-b]pyridin-5-yl)benzyl)piperidin-3-ol FC=1C=C(C=CC1)C1=C(NC2=NC=C(C=C21)C2=CC=C(CN1CC(CCC1)O)C=C2)COC